tert-butyl-{4-cyano-6-[(2,6-dimethylphenyl) amino] pyrimidin-2-yl}-5-amino-1H-pyrazole-4-carboxylate C(C)(C)(C)OC(=O)C=1C=NN(C1N)C1=NC(=CC(=N1)C#N)NC1=C(C=CC=C1C)C